racemic-2-methyl-1-(4-(6-(1-methyl-1H-pyrazol-4-yl)pyrazolo[1,5-a]pyridin-3-yl)piperazin-1-yl)-3-phenylpropan-1-one C[C@@H](C(=O)N1CCN(CC1)C=1C=NN2C1C=CC(=C2)C=2C=NN(C2)C)CC2=CC=CC=C2 |r|